methyl 1-[2-(tert-butoxycarbonylamino)ethyl]-5-(hydroxymethyl)pyrazole-3-carboxylate C(C)(C)(C)OC(=O)NCCN1N=C(C=C1CO)C(=O)OC